FC=1C(=CC=2N(C1)C(=NC2C)C)C(=O)OC methyl 6-fluoro-1,3-dimethylimidazo[1,5-a]pyridine-7-carboxylate